methyl 5-(1H-imidazol-1-yl)-1H-pyrrolo[3,2-b]pyridine-7-carboxylate N1(C=NC=C1)C1=CC(=C2C(=N1)C=CN2)C(=O)OC